(S)-8-(6-(1-(2-(4-fluoropiperidin-1-yl)ethoxy)ethyl)pyridin-3-yl)-1-isopropyl-3-methyl-1H-imidazo[4,5-c]cinnolin-2(3H)-one FC1CCN(CC1)CCO[C@@H](C)C1=CC=C(C=N1)C1=CC=2C3=C(N=NC2C=C1)N(C(N3C(C)C)=O)C